C(C)[SiH](C)C ethyl-(dimethyl)silane